NC1=C2N=CN(C2=NC(=N1)F)[C@H]1C[C@@H]([C@@](O1)(C#C)COP(=O)(OC1=CC=CC=C1)N[C@@H](C)C(=O)OC(CCCCCCCCC)CCCCCCCCC)O Nonadecan-10-yl ((((2R,3S,5R)-5-(6-amino-2-fluoro-9H-purin-9-yl)-2-ethynyl-3-hydroxytetrahydrofuran-2-yl) methoxy) (phenoxy) phosphoryl)-L-alaninate